NC=1C=NC(=CC1Br)C 3-amino-4-bromo-6-methylpyridine